ClC1=NC(=NC=C1C(F)(F)F)NC1=C(C=C(C=C1)N1[C@H]2CN([C@@H](C1)C2)C(=O)OC(C)(C)C)C tert-butyl (1R,4R)-5-(4-((4-chloro-5-(trifluoromethyl)pyrimidin-2-yl)amino)-3-methylphenyl)-2,5-diazabicyclo[2.2.1]heptane-2-carboxylate